ethyl (E)-4-((3-chloro-2,4-difluorophenyl) (methyl-d3) amino)-4-oxobut-2-enoate ClC=1C(=C(C=CC1F)N(C(/C=C/C(=O)OCC)=O)C([2H])([2H])[2H])F